C1(=C(C(=CC(=C1)C)C)S(=O)(=O)OC=1C=C(C=CC1)NC(=O)NC1=CC(=CC=C1)OS(=O)(=O)C1=C(C=C(C=C1C)C)C)C N,N'-bis-[3-(mesitylene-sulfonyloxy)phenyl]urea